FC=1C=C(C=C(C1)F)NC1=NC2=CC=CC(=C2C(N1)=O)O 2-((3,5-difluorophenyl)amino)-5-hydroxyquinazoline-4(3H)-One